Cl.Cl.FC1CCN(CC1)CCCN 3-(4-Fluoropiperidin-1-yl)propan-1-amine dihydrochloride